3-(4-ethanesulfonamidophenyl)-5-[(pyridazin-3-yl)amino]-1-{[2-(trimethylsilyl)ethoxy]methyl}-1H-pyrazole-4-carboxamide C(C)S(=O)(=O)NC1=CC=C(C=C1)C1=NN(C(=C1C(=O)N)NC=1N=NC=CC1)COCC[Si](C)(C)C